C1C(C(CC2=CC=CC=C12)O)O 1,2,3,4-tetrahydronaphthalene-2,3-diol